2-(2-chlorophenyl)-5-(8-methoxy-1,2,3,4-tetrahydronaphthalen-2-yl)-3-(2,2,2-trifluoroethyl)-4,5,6,7-tetrahydro-3H-imidazo[4,5-c]pyridine ClC1=C(C=CC=C1)C1=NC2=C(CN(CC2)C2CC3=C(C=CC=C3CC2)OC)N1CC(F)(F)F